tert-butyl 4-[4-(methylamino)phenyl]-3,6-dihydro-2H-pyridine-1-carboxylate CNC1=CC=C(C=C1)C=1CCN(CC1)C(=O)OC(C)(C)C